ClC1=CC=C2C(=NN(C2=C1)C=1C=NC=CC1)C(C(C)C)N1CC(=CC=C1)C 1-(1-(6-Chloro-1-(pyridin-3-yl)-1H-indazol-3-yl)-2-methylpropyl)-3-methyl-1H-pyridine